1,9-Nonanediol Diacrylate C(C=C)(=O)OCCCCCCCCCOC(C=C)=O